2-(2-(cyclopropylmethyl)-1-(3-fluoro-4-aminosulfonylbenzyl)-5-(3-((5-methylthien-2-yl)ethynyl)phenyl)-1H-pyrrole-3-yl)-5-methylthiazole-4-carboxylic acid C1(CC1)CC=1N(C(=CC1C=1SC(=C(N1)C(=O)O)C)C1=CC(=CC=C1)C#CC=1SC(=CC1)C)CC1=CC(=C(C=C1)S(=O)(=O)N)F